2-(TETRAHYDRO-2H-PYRAN-4-YL)-2-METHYLPROPANAL O1CCC(CC1)C(C=O)(C)C